C(C1=CC=CC=C1)OC=1C=C(C=CC1OC)N1C(N([C@H](CC1)C)CC1=C2C(=NC=C1)N(C=C2)S(=O)(=O)C2=CC=C(C)C=C2)=O (S)-1-(3-(benzyloxy)-4-methoxyphenyl)-4-methyl-3-((1-tosyl-1H-pyrrolo[2,3-b]pyridin-4-yl)methyl)tetrahydropyrimidin-2(1H)-one